3-p-nitrophenyl-1,1-dimethylurea [N+](=O)([O-])C1=CC=C(C=C1)NC(N(C)C)=O